7-((5-(azetidine-1-carbonyl)pyridin-2-yl)(cyclopropyl)amino)-2-methyl-[1,2,4]triazolo[4,3-a]pyridin-3(2H)-one N1(CCC1)C(=O)C=1C=CC(=NC1)N(C1=CC=2N(C=C1)C(N(N2)C)=O)C2CC2